spiro[cycloheptane-1,3'-indoline] N1CC2(C3=CC=CC=C13)CCCCCC2